2-(1,3-benzodioxan-5-yl)acetonitrile O1COCC2=C1C=CC=C2CC#N